O=S1(CCC(CC1)C=1N=C2N(C=C(C(=C2)OC)NC(=O)C=2C(N(C=CC2)C)=O)C1)=O N-(2-(1,1-dioxidotetrahydro-2H-thiopyran-4-yl)-7-methoxyimidazo[1,2-a]pyridin-6-yl)-1-methyl-2-oxo-1,2-dihydropyridine-3-carboxamide